1,4-Bis(4-hydroxyphenoxy)benzene OC1=CC=C(OC2=CC=C(C=C2)OC2=CC=C(C=C2)O)C=C1